2-(4-(4-(methoxycarbonyl)phenoxy)butoxy)acetic acid COC(=O)C1=CC=C(OCCCCOCC(=O)O)C=C1